ClC=1C=C2C(N(CN(C2=CC1)C1=C(C=C(C=C1)F)C(C)C)C1=C(NC(C=C1)=O)CC)=O 6-chloro-3-(2-ethyl-6-oxo-1,6-dihydropyridin-3-yl)-1-(4-fluoro-2-isopropylphenyl)-2,3-dihydroquinazolin-4(1H)-one